4-nitro-3-(trifluoromethyl)benzoic acid [N+](=O)([O-])C1=C(C=C(C(=O)O)C=C1)C(F)(F)F